2'-methylspiro[cyclopropane-1,1'-isoindolin]-3'-one CN1C2(C3=CC=CC=C3C1=O)CC2